(R)-3,5-difluoro-N-(piperidin-3-yl)-6-(7-(5-(trifluoromethyl)-4H-1,2,4-triazol-3-yl)imidazo[1,2-a]pyridin-3-yl)pyridin-2-amine FC=1C(=NC(=C(C1)F)C1=CN=C2N1C=CC(=C2)C2=NN=C(N2)C(F)(F)F)N[C@H]2CNCCC2